(E)-3-(dimethylamino)-1-(4-methoxynaphthalene-1-yl)-2-(2-bromophenyl)prop-2-en-1-one CN(/C=C(/C(=O)C1=CC=C(C2=CC=CC=C12)OC)\C1=C(C=CC=C1)Br)C